C(#N)C=1C(=NC(=C(C1CC)C#N)N1CCN(CC1)CCO)SC(C(=O)N)C1=CC=CC=C1 2-((3,5-dicyano-4-ethyl-6-(4-(2-hydroxyethyl)piperazin-1-yl)pyridin-2-yl)sulfanyl)-2-phenylacetamide